C(CCC)N(CCO)C(C)O N-(n-butyl)-N-hydroxyethylaminoethanol